C(C)C(C(=O)[O-])CCCC.[Sn+4].C(C)C(C(=O)[O-])CCCC.C(C)C(C(=O)[O-])CCCC.C(C)C(C(=O)[O-])CCCC tin 2-ethylcaproate